triacontyl-succinic acid C(CCCCCCCCCCCCCCCCCCCCCCCCCCCCC)C(C(=O)O)CC(=O)O